NC1=C(SC2=C1C=1N(C(=N2)C2=CC=NC=C2)CCN1)C(=O)N1CCCCC1 (9-Amino-5-(pyridin-4-yl)-2,3-dihydroimidazo[1,2-c]thieno[3,2-e]pyrimidin-8-yl)(piperidine-1-yl)methanone